(3R,4S)-3-cyclopropyl-1-[6-(3,6-dimethoxypyridazin-4-yl)pyrrolo[1,2-b]pyridazin-4-yl]-4-methyl-2-oxopyrrolidine-3-carbonitrile C1(CC1)[C@]1(C(N(C[C@H]1C)C=1C=2N(N=CC1)C=C(C2)C2=C(N=NC(=C2)OC)OC)=O)C#N